4-{5-[5-chloro-6-(2-methoxyethoxy)-1H-indazol-3-yl]-1,2-oxazol-3-yl}-N,N-dimethylbenzamide ClC=1C=C2C(=NNC2=CC1OCCOC)C1=CC(=NO1)C1=CC=C(C(=O)N(C)C)C=C1